N-[2-(4,4-difluorocyclohexyl)-4-(2,5-difluorophenyl)-3-pyridinyl]-2-(2-hydroxyethoxy)pyrimidine-5-carboxamide FC1(CCC(CC1)C1=NC=CC(=C1NC(=O)C=1C=NC(=NC1)OCCO)C1=C(C=CC(=C1)F)F)F